tert-butyl 2-[(3,5-dichlorophenyl)carbamoyl]-2-[[(1R,4S)-4-methoxycarbonylcyclopent-2-en-1-yl]carbamoyl]pyrrolidine-1-carboxylate ClC=1C=C(C=C(C1)Cl)NC(=O)C1(N(CCC1)C(=O)OC(C)(C)C)C(N[C@H]1C=C[C@H](C1)C(=O)OC)=O